5-Cyclohexadecen-1-on C1(CCCC=CCCCCCCCCCC1)=O